ClC1=C2C=NN3C=4C=CC(=CC4OCCCCCCN4C[C@H]5C[C@H](N5C(=N1)N=C23)C4)F (3S,5R)-25-chloro-17-fluoro-14-oxa-2,7,21,22,26,27-hexazahexacyclo[19.5.2.13,7.02,5.015,20.024,28]nonacosa-1(26),15(20),16,18,22,24,27-heptaene